C1(CCCCC1)[N+](=CC1=CC(=C(C=C1)O)OCC)[O-] N-cyclohexyl-1-(3-ethoxy-4-hydroxyphenyl)methanimine oxide